CC(C)(COP(=O)([O-])OP(=O)([O-])OC[C@@H]1[C@H]([C@H]([C@@H](O1)N2C=NC3=C(N=CN=C32)N)O)OP(=O)([O-])[O-])[C@H](C(=O)NCCC(=O)NCCSC(=O)CCCCO)O The molecule is an acyl-CoA(4-) that is the tetraanion of 5-hydroxypentanoyl-CoA, arising from deprotonation of phosphate and diphosphate functions. It is a conjugate base of a 5-hydroxypentanoyl-CoA.